N-(4-(2-(piperazin-1-yl)pyrimidin-5-yl)phenyl)-N-((1r,4r)-4-(quinazolin-2-ylamino)cyclohexyl)acetamide N1(CCNCC1)C1=NC=C(C=N1)C1=CC=C(C=C1)N(C(C)=O)C1CCC(CC1)NC1=NC2=CC=CC=C2C=N1